4,5-DIMETHYL-1H-IMIDAZOLE-2-CARBOXYLIC ACID CC=1N=C(NC1C)C(=O)O